C(C)(C)(C)OC(=O)NC=1C(=NC(=CN1)C1=CC=C(C=C1)S(=O)(=O)C(C)C)C1=CC(=NO1)C1=CC=C(C(=O)OC)C=C1 methyl 4-(5-(3-((tert-butoxycarbonyl)amino)-6-(4-(isopropylsulfonyl)phenyl)pyrazin-2-yl)isoxazol-3-yl)benzoate